ClC=1C(=C(C=CC1F)S(=O)(=O)N(C=1SC=CN1)CC1=C(C=C(C=C1)OC)OC)F 3-chloro-N-(2,4-dimethoxybenzyl)-2,4-difluoro-N-(thiazol-2-yl)benzenesulfonamide